CC1N(C(CN(C1)C1=NN(C(=C1)C)C1=CC=C(C=C1)OC(F)(F)F)C)C(=O)OC(C)(C)C tert-butyl 2,6-dimethyl-4-[5-methyl-1-[4-(trifluoromethoxy)phenyl]pyrazol-3-yl]piperazine-1-carboxylate